3-Nitromethyl-Undecanoic Acid Ethyl Ester C(C)OC(CC(CCCCCCCC)C[N+](=O)[O-])=O